OCCOC1=CC=C(C=C1)CCCC1=CC=C(OCCO)C=C1 2-[4-[3-[4-(2-hydroxyethoxy)phenyl]propyl]phenoxy]ethanol